(((9H-FLUOREN-9-YL)METHOXY)CARBONYL)GLYCYLGLYCYL-L-PHENYLALANYLGLYCYLGLYCINE C1=CC=CC=2C3=CC=CC=C3C(C12)COC(=O)NCC(=O)NCC(=O)N[C@@H](CC1=CC=CC=C1)C(=O)NCC(=O)NCC(=O)O